4-(2-hydroxy-2-propyl)phenylboronic acid OC(C)(C)C1=CC=C(C=C1)B(O)O